3-bromo-2,2-bis(bromomethyl)propyl propionate C(CC)(=O)OCC(CBr)(CBr)CBr